3,5-bis(bromomethyl)-2,4,6-triisopropylphenol BrCC=1C(=C(C(=C(C1C(C)C)CBr)C(C)C)O)C(C)C